acryloxyoctyltrimethoxysilan C(C=C)(=O)OCCCCCCCC[Si](OC)(OC)OC